ClC1=CC=C(\C=C/C=2C=C(C(=O)OC)C=CC2)C=C1 methyl (Z)-3-(4-chlorostyryl)benzoate